(R)-1-(6-((6-(3-(3,5-difluorophenyl)isoxazolidin-2-yl)pyrimidin-4-yl)amino)-5-methoxy-1'-methylspiro[indolin-3,4'-piperidin]-1-yl)-2,2,2-trifluoroethan-1-one FC=1C=C(C=C(C1)F)[C@@H]1N(OCC1)C1=CC(=NC=N1)NC1=C(C=C2C(=C1)N(CC21CCN(CC1)C)C(C(F)(F)F)=O)OC